(2Z)-4-oxo-4-[3-(trifluoromethyl)-5,6-dihydro-[1,2,4]triazolo[4,3-a]pyrazine-7(8H)-yl]-1-(2,4,5-trifluorophenyl)butan-2-one C1CN2C(=NN=C2C(F)(F)F)CN1C(=O)CC(=O)CC3=CC(=C(C=C3F)F)F